CC1CC=2N(CC1)C=NC2C(=O)O 7-methyl-5,6,7,8-tetrahydroimidazo[1,5-a]Pyridine-1-carboxylic acid